ClC1=CC(=C(C=C1Cl)NC(=NO)N1C2CCC1CC=1C(=NC=CC12)F)F (±)-N-(4,5-dichloro-2-fluorophenyl)-1-fluoro-N'-hydroxy-6,7,8,9-tetrahydro-5H-5,8-epimino-cyclohepta[c]pyridine-10-carboximidamide